N1(CCC2C1CNCC2)C(=O)OC(C)(C)C tert-butyl octahydro-1H-pyrrolo[2,3-c]pyridine-1-carboxylate